N-(1-amino-4b-hydroxy-7-isopropyl-10-oxo-9b,10-dihydro-4bH-indeno[1,2-b]benzofuran-9b-yl)-2-(1H-indol-3-yl)-2-oxoacetamide NC1=C2C(C3(C(OC4=C3C=CC(=C4)C(C)C)(C2=CC=C1)O)NC(C(=O)C1=CNC2=CC=CC=C12)=O)=O